C(C)OC(=O)C=1C(=NC(=NC1)Cl)C(F)(F)F 2-chloro-4-(trifluoromethyl)pyrimidine-5-carboxylic acid ethyl ester